(2S,4S)-1-(tert-butoxycarbonyl)-4-(methoxymethyl)pyrrolidine-2-carboxylic acid C(C)(C)(C)OC(=O)N1[C@@H](C[C@@H](C1)COC)C(=O)O